N1(CCCC1)CCCC(=O)OCCC1COC(OC1)(C)C 2-(2,2-dimethyl-1,3-dioxan-5-yl)ethyl 4-(pyrrolidin-1-yl)butanoate